C(=O)O.FC(C1=NN=C(S1)C1=CN=C2N1C=C(C=C2N2CCC(CC2)CN(C)C)S(=O)(=O)NC2(CC2)C)F 3-(5-(difluoromethyl)-1,3,4-thiadiazol-2-yl)-8-(4-((dimethylamino)methyl)piperidin-1-yl)-N-(1-methylcyclopropyl)imidazo[1,2-a]pyridine-6-sulfonamide formate